methyl (2-(2-(N-(6-((4-(aminomethyl)-1H-pyrazol-1-yl)methyl)-4-methoxybenzo[d]isoxazol-3-yl)sulfamoyl)-4-ethylphenoxy)ethyl)carbamate NCC=1C=NN(C1)CC1=CC2=C(C(=NO2)NS(=O)(=O)C2=C(OCCNC(OC)=O)C=CC(=C2)CC)C(=C1)OC